benzyl 2-amino-3-hydroxybenzoate NC1=C(C(=O)OCC2=CC=CC=C2)C=CC=C1O